3-(6-isopropoxynaphthalen-2-yl)-1-isopropyl-1H-pyrazolo[3,4-d]pyrimidin-4-amine C(C)(C)OC=1C=C2C=CC(=CC2=CC1)C1=NN(C2=NC=NC(=C21)N)C(C)C